5-{2-acetamidoimidazo[1,2-b]pyridazin-6-yl}-4-fluoro-N-[(2-fluoro-6-methoxyphenyl)methyl]-2-methoxybenzamide C(C)(=O)NC=1N=C2N(N=C(C=C2)C=2C(=CC(=C(C(=O)NCC3=C(C=CC=C3OC)F)C2)OC)F)C1